tert-butyl (2-(7-((4-(tert-butyl) phenyl)amino)-2-oxo-2H-chromen-3-yl)ethyl)carbamate C(C)(C)(C)C1=CC=C(C=C1)NC1=CC=C2C=C(C(OC2=C1)=O)CCNC(OC(C)(C)C)=O